C(C)(C)(C)OC(=O)N1C[C@H](CC1)NC1=C2C(=C(NC2=C(C=C1)C#N)C)C (S)-3-((7-cyano-2,3-dimethyl-1H-indol-4-yl)amino)pyrrolidine-1-carboxylic acid tert-butyl ester